1-(Isoxazolo[4,5-b]pyridin-6-yl)dihydropyrimidine-2,4(1H,3H)-dione O1N=CC2=NC=C(C=C21)N2C(NC(CC2)=O)=O